3-(1-amino-1-cyclopropylethyl)-1-(1-ethylazetidin-3-yl)-1H-pyrazolo[3,4-c]pyridin NC(C)(C1CC1)C1=NN(C2=CN=CC=C21)C2CN(C2)CC